2-(5-(4-fluoro-2-methoxyphenyl)imidazo[2,1-b][1,3,4]thiadiazol-2-yl)-5-oxa-2,8-diazaspiro[3.5]nonane FC1=CC(=C(C=C1)C1=CN=C2SC(=NN21)N2CC1(C2)OCCNC1)OC